C(=O)(O)[C@@H](CC=1C=C(COCC2N(CCN(C2)CC=2C=C(C=CC2)C[C@H](C(=O)O)[C@@H]2CNCC2)CC=2C=C(C=CC2)C[C@H](C(=O)O)[C@@H]2CNCC2)C=CC1)[C@@H]1CNCC1 (2S,2'S)-3,3'-(((2-(((3-((S)-2-carboxy-2-((R)-pyrrolidin-3-yl)ethyl)benzyl)oxy)methyl)piperazine-1,4-diyl)bis(methylene))bis(3,1-phenylene))bis(2-((R)-pyrrolidin-3-yl)propanoic acid)